2-methyl-1-[4-methylsulfanylphenyl]-2-morpholino-1-propanone CC(C(=O)C1=CC=C(C=C1)SC)(C)N1CCOCC1